antimony diethanol C(C)O.C(C)O.[Sb]